C(C)(C)(C)OCC1N(C[C@H]([C@@H]2[C@H]1OC(O2)(C)C)OS(=O)(=O)C)C(CCCCC(=O)OCC2=CC=CC=C2)=O benzyl 6-[(3aS,7R,7aS)-4-(tert-butoxymethyl)-2,2-dimethyl-7-methylsulfonyloxy-4,6,7,7a-tetrahydro-3aH-[1,3]dioxolo[4,5-c]pyridin-5-yl]-6-oxo-hexanoate